N-(4-{[3-({2-[(tert-butyldimethylsilyl)oxy]ethyl}sulfanyl)-6-(5-chloro-2-fluorophenyl)pyridazin-4-yl]amino}pyridin-2-yl)-3-(thiomorpholin-4-yl)cyclobutane-1-carboxamide [Si](C)(C)(C(C)(C)C)OCCSC=1N=NC(=CC1NC1=CC(=NC=C1)NC(=O)C1CC(C1)N1CCSCC1)C1=C(C=CC(=C1)Cl)F